C1(CC1)C#CC1=C(C(=NN1C=1SC=C(N1)C(=O)O)C1=CC=CC=C1)CC1=CC=C(C=C1)S(N)(=O)=O 2-(5-(cyclopropylethynyl)-3-phenyl-4-(4-sulfamoylbenzyl)-1H-pyrazol-1-yl)thiazole-4-carboxylic acid